N1N=CC2=CC=CC(=C12)C(=O)NC(C(=O)O)CCN1CC(CC1)CCC1=NC=2NCCCC2C=C1 2-(1H-indazole-7-carboxamido)-4-(3-(2-(5,6,7,8-tetrahydro-1,8-naphthyridin-2-yl)ethyl)pyrrolidin-1-yl)butanoic acid